C[C@H]1N([C@H](CNC1)C)C1=NC=NC2=CC=C(C=C12)C=1C=CC(=NC1)OC 5-(4-((2R,6S)-2,6-dimethylpiperazin-1-yl)quinazolin-6-yl)-2-methoxypyridine